CC(C)(C)[S@@](=O)N (R)-2-methylpropane-2-sulfinylamine